1-ethyl-3-vinylimidazole ammonium bromide [Br-].[NH4+].C(C)N1CN(C=C1)C=C